4-(2-(imino(pyridine-4-yl)methyl)hydrazinocarbonyl)pyridine N-oxide N=C(NNC(=O)C1=CC=[N+](C=C1)[O-])C1=CC=NC=C1